ClC=1C(=C(C=CC1Cl)NC=1C2=C(N=CN1)C=CC(=N2)N2CCNCC2)F N-(3,4-Dichloro-2-fluorophenyl)-6-(piperazin-1-yl)pyrido[3,2-d]pyrimidin-4-amine